COC=1C=CC2=C(NN=N2)C1 6-methoxy-1H-benzo[d][1,2,3]triazole